C(CCCCCCCCCCCCCCCCC)(=O)OCCCCCCCCC nonyl octadecanoate